2-NITROCINNAMALDEHYDE [N+](=O)([O-])C1=C(C=CC=O)C=CC=C1